[2,6-dimethoxy-4-[5-(1-methylpyrazol-4-yl)benzimidazol-1-yl]phenyl]-(2-methylazetidin-1-yl)methanone COC1=C(C(=CC(=C1)N1C=NC2=C1C=CC(=C2)C=2C=NN(C2)C)OC)C(=O)N2C(CC2)C